racemic-N1-(2-((2S,4S)-2-(aminomethyl)-5-chloro-2-phenyl-2,3-dihydrobenzofuran-4-yl)-3-fluorophenyl)ethane-1,2-diamine NC[C@@]1(OC2=C(C1)C(=C(C=C2)Cl)C2=C(C=CC=C2F)NCCN)C2=CC=CC=C2 |r|